OCCSC1=CC=C(C2=C1N=C(O2)N2CC1N(C(C2)C1)C(=O)OC(C)(C)C)C=1SC=CN1 tert-Butyl 3-(4-((2-hydroxyethyl)thio)-7-(thiazol-2-yl)benzo[d]oxazol-2-yl)-3,6-diazabicyclo[3.1.1]heptane-6-carboxylate